8-(1-(2,2-difluoroethyl)-3-methoxy-1H-pyrazolo[3,4-d]pyrimidin-6-yl)-2-(6-(trifluoromethyl)pyridin-3-yl)-2,8-diazaspiro[4.5]decan-3-one FC(CN1N=C(C=2C1=NC(=NC2)N2CCC1(CC(N(C1)C=1C=NC(=CC1)C(F)(F)F)=O)CC2)OC)F